C(=CCCCCCCCCCCCCCCCC)N1C(=C(C(C=C1)=O)CO)C N-octadecenyl-2-methyl-3-hydroxymethyl-pyridin-4-one